C1(=CC=CC=C1)S(=O)OCC=C allyl benzenesulfinate